1-(6-chloropyrimidin-4-yl)-3,3-dimethyl-1,2,3,5,6,7-hexahydrocyclopenta[b]pyrrolo[2,3-e]pyridine ClC1=CC(=NC=N1)N1CC(C2=C1C=C1C(=N2)CCC1)(C)C